5,10,15,20-tetrakis(4-sulfonatophenyl)porphyrin S(=O)(=O)([O-])C1=CC=C(C=C1)C=1C2=CC=C(N2)C(=C2C=CC(C(=C3C=CC(=C(C=4C=CC1N4)C4=CC=C(C=C4)S(=O)(=O)[O-])N3)C3=CC=C(C=C3)S(=O)(=O)[O-])=N2)C2=CC=C(C=C2)S(=O)(=O)[O-]